N-[2-[[4-[3-[1-[1,1-dimethyl-2-(methylamino)-2-oxo-ethyl]pyrazol-3-yl]phenyl]thiazol-2-yl]amino]-2-oxo-ethyl]-1-methylsulfonyl-pyrrole-3-carboxamide CC(C(=O)NC)(C)N1N=C(C=C1)C=1C=C(C=CC1)C=1N=C(SC1)NC(CNC(=O)C1=CN(C=C1)S(=O)(=O)C)=O